1-(5-bromo-3-nitropyridin-2-yl)-3-methyl-1H-pyrrole-2-carboxylic acid methyl ester COC(=O)C=1N(C=CC1C)C1=NC=C(C=C1[N+](=O)[O-])Br